3-(methylsulfonyl)-2-((2,3',5'-trifluoro-[1,1'-biphenyl]-3-yl)methyl)piperidine-1-carboxylic acid tert-butyl ester C(C)(C)(C)OC(=O)N1C(C(CCC1)S(=O)(=O)C)CC=1C(=C(C=CC1)C1=CC(=CC(=C1)F)F)F